4-((1R,2S)-2-((tert-butyldimethylsilyl) oxy) cyclopentyl)benzyl ((2-(2,6-dioxopiperidin-3-yl)-3-oxoisoindolin-5-yl)methyl)carbamate O=C1NC(CCC1N1CC2=CC=C(C=C2C1=O)CNC(OCC1=CC=C(C=C1)[C@@H]1[C@H](CCC1)O[Si](C)(C)C(C)(C)C)=O)=O